ClC1=CC=C(C[C@@H]2CC[C@]([C@@]2(O)CN2N=CN=C2)(C)CCl)C=C1 (1R,2S,5S)-5-(4-chlorobenzyl)-2-(chloromethyl)-2-methyl-1-(1H-1,2,4-triazole-1-ylmethyl)cyclopentanol